C1(=CC=CC=C1)N(C=1C=C(C=CC1)C)C1=C(C(=C(C=C1)N(C1=CC=CC=C1)C1=CC=CC=C1)N(C1=CC=CC=C1)C=1C=C(C=CC1)C)N(C1=CC=CC=C1)C=1C=C(C=CC1)C tris[phenyl-(m-tolyl)amino]Triphenylamine